[C@@H]12OC[C@@H](N(C1)C1=NC=3N(C=C1)N=CC3C(=O)OCC)C2 ethyl 5-[(1S,4S)-2-oxa-5-azabicyclo[2.2.1]heptan-5-yl]pyrazolo[1,5-a]pyrimidine-3-carboxylate